C(C)OC(C(=C)C)=O.C1(=CC=CC2=CC3=CC=CC=C3C=C12)[N+](C)(C)C anthracenyldimethylmethylammonium ethyl-methacrylate